4-[2-(2-{[methyl(oxo)(quinolin-8-yl)-λ6-sulfanylidene]amino}phenyl)ethynyl]-isoquinoline-1-carboxylic acid CS(C=1C=CC=C2C=CC=NC12)(=O)=NC1=C(C=CC=C1)C#CC1=CN=C(C2=CC=CC=C12)C(=O)O